C12CN(CC(O1)C2)C2=NN(C1=C2C=NC(=C1)NC=O)C1=NC(=NC(=C1)CC)C(C)(F)F N-(3-(6-oxa-3-azabicyclo[3.1.1]heptan-3-yl)-1-(2-(1,1-difluoroethyl)-6-ethylpyrimidin-4-yl)-1H-pyrazolo[4,3-c]pyridin-6-yl)formamide